4,6,7-triethyl-4,7-diazaspiro[2.5]octane-5,8-dione C(C)N1C2(CC2)C(N(C(C1=O)CC)CC)=O